N(CC1=CC(=CS1)C[C@H](C(=O)O)[C@@H]1CNCC1)(CC1=CC(=CS1)C[C@H](C(=O)O)[C@@H]1CNCC1)CC1=CC(=CS1)C[C@H](C(=O)O)[C@@H]1CNCC1 (2S,2'S,2''S)-3,3',3''-((nitrilotris(methylene))tris(thiophene-5,3-diyl))tris(2-((R)-pyrrolidin-3-yl)propionic acid)